O=C1NC(CCC1N1C(C2=CC=C(C=C2C1=O)N1CCC(CC1)CN1N=NC(=C1)CN1[C@H](CNCC1)C)=O)=O 2-(2,6-dioxo-3-piperidinyl)-5-[4-[[4-[[(2S)-2-methylpiperazin-1-yl]methyl]triazol-1-yl]methyl]-1-piperidinyl]isoindoline-1,3-dione